Tert-Butyl N-methyl-N-[5-(6-tributylstannylpyridin-3-yl)pyridin-2-yl]carbamate CN(C(OC(C)(C)C)=O)C1=NC=C(C=C1)C=1C=NC(=CC1)[Sn](CCCC)(CCCC)CCCC